FC1=CC=C(C=C1)C(=C)C1=C(C=CC=C1)[N+]#[C-] 1-(1-(4-fluorophenyl)vinyl)-2-isocyano-benzene